C(C(C)C)[C@@H]1N([C@H](OC1=O)C)C(=O)OCC1C2=CC=CC=C2C=2C=CC=CC12 (9H-fluoren-9-yl)methyl (4S)-4-isobutyl-(2R,S)-2-methyl-5-oxooxazolidine-3-carboxylate